copper-cobalt selenide [Co]=[Se].[Cu]